COC1=C(CC(N)C)C=C(C=C1OC)OC 2,3,5-trimethoxyamphetamine